7'-bromo-1'-(4-methoxybenzyl)-1',4'-dihydro-2'H-spiro[cyclopropane-1,3'-quinolin]-2'-one BrC1=CC=C2CC3(C(N(C2=C1)CC1=CC=C(C=C1)OC)=O)CC3